C(C)(=O)ONC(=N)C=1C=C(SC1)CNC(=O)[C@H]1N([C@H]2C[C@]2(C1)C)C(CNC(CCCOC1=C(C(=O)OC)C=CC=C1)=O)=O methyl 2-(4-((2-((1S,3S,5S)-3-(((4-(N-acetoxycarbamimidoyl)thiophen-2-yl) methyl)carbamoyl)-5-methyl-2-azabicyclo[3.1.0]hexan-2-yl)-2-oxoethyl)amino)-4-oxobutoxy)benzoate